trans-4-[(2R,4R)-4-{[(5S)-2,2-difluoro-5-methyl-6,7-dihydro-2H,5H-indeno[5,6-d][1,3]dioxole-5-carbonyl]amino}-7-methoxy-3,4-dihydro-2H-1-benzopyran-2-yl]cyclohexane-1-carboxylic acid FC1(OC2=C(O1)C=C1CC[C@@](C1=C2)(C(=O)N[C@@H]2C[C@@H](OC1=C2C=CC(=C1)OC)[C@@H]1CC[C@H](CC1)C(=O)O)C)F